diamino-[1,1'-biphenyl]-3,3'-disulfonic acid NC1=C(C(=C(C=C1)C1=CC(=CC=C1)S(=O)(=O)O)N)S(=O)(=O)O